C(C)(C)C1=NC=CC=C1C1=NC=CC2=C1CC(C2)(C#N)C2=CC=C(C=C2)C=2N(C=C(N2)C(F)(F)F)C 1-(2-isopropylpyridin-3-yl)-6-(4-(1-methyl-4-(trifluoromethyl)-1H-imidazol-2-yl)phenyl)-6,7-dihydro-5H-cyclopenta[c]pyridine-6-carbonitrile